(S)-2-bromo-N-(1-(4-chloro-2-methoxyphenyl)propan-2-yl)acetamide BrCC(=O)N[C@H](CC1=C(C=C(C=C1)Cl)OC)C